COC(NC1=NC=CC(=C1)C1=NC(=C(C(=C1)C)OC[C@@](CC(C)C)(C)N)C)=O (S)-(5-((2-amino-2,4-dimethylpentyl)oxy)-4,6-dimethyl-[2,4'-bipyridyl]-2'-yl)carbamic acid methyl ester